2-amino-5-(4-(2-(3,5-difluorophenyl)-2-hydroxyacetamido)-2-methylphenyl)-N-isopropylnicotinamide NC1=C(C(=O)NC(C)C)C=C(C=N1)C1=C(C=C(C=C1)NC(C(O)C1=CC(=CC(=C1)F)F)=O)C